CN1CCC(CC1)NC(=O)C=1SC(=CN1)C=1C=C2C(=CC=NC2=CC1)NC(C=C)=O N-(1-methylpiperidin-4-yl)-5-[4-(prop-2-enamido)quinolin-6-yl]-1,3-thiazole-2-carboxamide